(R)-N-(2-hydroxypropyl)-2-(methyl(2-oxo-4-(o-tolyl)-2H-chromen-7-yl)amino)acetamide O[C@@H](CNC(CN(C1=CC=C2C(=CC(OC2=C1)=O)C1=C(C=CC=C1)C)C)=O)C